monophenylbenzimidazole C1(=CC=CC=C1)C=1NC2=C(N1)C=CC=C2